CN(/C=C/C(=O)C1=CC(=CC=C1)OC)C (E)-3-(dimethylamino)-1-(3-methoxyphenyl)-2-propen-1-one